N[C@@H](C(=O)O)[C@@H](C(C)C)O (2R,3R)-2-AMINO-3-HYDROXY-4-METHYL-VALERIC ACID